BrC([C@@H]1[C@H](C[C@@H](O1)N1C(=O)NC(=O)C=C1)O)O 5'-bromo-2'-deoxyuridine